BrC=1C=C(OC2[C@@H]3CN(C[C@H]23)C(=O)OC(C)(C)C)C=C(C1)C#N tert-butyl (1R,5S,6s)-6-(3-bromo-5-cyanophenoxy)-3-azabicyclo[3.1.0]hexane-3-carboxylate